ClC1=NC=C(C=C1N1CCC(CCC1)C(=O)OC)CCCOC methyl 1-(2-chloro-5-(3-methoxy propyl)pyridin-3-yl)azepane-4-carboxylate